ClC1=C2C=NC(=NC2=C(C=C1)C=1C=NC=CC1C)NC1=CC(=C(C=C1)C1COCC1)CCl 5-chloro-N-(3-(chloromethyl)-4-(tetrahydrofuran-3-yl)phenyl)-8-(4-methylpyridin-3-yl)quinazolin-2-amine